1-(7-(4-cyclopropylphenoxy)-3,4-dihydroisoquinolin-2(1H)-yl)prop-2-en-1-one C1(CC1)C1=CC=C(OC2=CC=C3CCN(CC3=C2)C(C=C)=O)C=C1